C1(CCC1)CN(C(OC(C)(C)C)=O)[C@H]1CN(CCC1)C1=CC(N(C=C1)C(C)N1N=NC(=C1)C=1C=NC=C(C1)N(C)CC)=O tert-butyl (cyclobutylmethyl)((3R)-1-(1-(1-(4-(5-(ethyl(methyl)amino)pyridin-3-yl)-1H-1,2,3-triazol-1-yl)ethyl)-2-oxo-1,2-dihydropyridin-4-yl)piperidin-3-yl)carbamate